(2S)-2-[1-(1-Acetylazetidin-3-carbonyl)-1,2,3,4-tetrahydrochinolin-6-yl]-N-(4-fluorophenyl)propanamid C(C)(=O)N1CC(C1)C(=O)N1CCCC2=CC(=CC=C12)[C@@H](C(=O)NC1=CC=C(C=C1)F)C